Nicotine-Oxide [N+]1(=CC=CC(=C1)C1N(C)CCC1)[O-]